Cl.C(C)C=1NC(=NN1)C1=CC=C(C=N1)N1CCNCC1 1-(6-(5-ethyl-4H-1,2,4-triazol-3-yl)pyridin-3-yl)piperazine hydrochloride